ClC1=C(C=CC(=C1)N1CCC(CC1)C(F)(F)F)NC1=CC2=C(NC(CO2)=O)C=C1 7-({2-chloro-4-[4-(trifluoromethyl)piperidin-1-yl]phenyl}amino)-2,4-dihydro-1,4-benzoxazin-3-one